6-((5-chloro-3-(2,2-difluoroethoxy)pyridin-2-yl)oxy)-N-(4-methyl-1,1-dioxidotetrahydro-2H-thiopyran-4-yl)thiazolo[4,5-c]pyridine-2-carboxamide ClC=1C=C(C(=NC1)OC1=CC2=C(C=N1)N=C(S2)C(=O)NC2(CCS(CC2)(=O)=O)C)OCC(F)F